CC1=NC(=CC(=C1C#N)C)N1N=CC(=N1)CN1C[C@@H](N[C@@H](C1)C=1C(=C2COC(C2=CC1)=O)C)C 2,4-dimethyl-6-(4-(((3s,5r)-3-methyl-5-(4-methyl-1-oxo-1,3-dihydroisobenzofuran-5-yl)piperazin-1-yl)methyl)-2H-1,2,3-triazol-2-yl)pyridine-3-carbonitrile